2-(2-(4-fluorophenethyl)-1,3-dioxolan-2-yl)acetohydrazide FC1=CC=C(CCC2(OCCO2)CC(=O)NN)C=C1